FC=1C(=C(CNC(OC(C)(C)C)=O)C=CC1C1=NC=NN2C1=CC(=C2)N2CCOCC2)C tert-butyl (3-fluoro-2-methyl-4-(6-morpholinopyrrolo[2,1-f][1,2,4]triazin-4-yl)benzyl)carbamate